1-oxopropan O=CCC